((dimethylamino-methylene)amino)-3H-1,2,4-dithiazole-3-thione CN(C)C=NC1=NC(SS1)=S